C(C)OC(=O)C1=NC=CC(=C1)NC1=NC(=CC(=C1)C)N1C=NC=C1 4-[6-(1H-imidazol-1-yl)-4-methylpyridin-2-ylamino]pyridine-2-carboxylic acid ethyl ester